tert-Butyl 4-((4-methoxybenzylimino)methyl)piperidine-1-carboxylate COC1=CC=C(CN=CC2CCN(CC2)C(=O)OC(C)(C)C)C=C1